C(C)C1=C2C(=CC(=CC2=CC=C1F)O)C1=C(C=2N=C(N=C(C2C=N1)OCC(F)(F)F)OCC1(CC1)CN1CCCC1)F 5-ethyl-6-fluoro-4-[8-fluoro-2-[[1-(pyrrolidin-1-ylmethyl)cyclopropyl]methoxy]-4-(2,2,2-trifluoroethoxy)pyrido[4,3-d]pyrimidin-7-yl]naphthalen-2-ol